FC=1C=C(C=CC1[N+](=O)[O-])N1CCC(CC1)(O)CC(=O)O 2-(1-(3-fluoro-4-nitrophenyl)-4-hydroxypiperidin-4-yl)acetic acid